2-[2-(carboxylatomethyl-(carboxymethyl)amino)ethyl-(carboxymethyl)amino]acetate C(=O)([O-])CN(CCN(CC(=O)[O-])CC(=O)O)CC(=O)O